ClC=1C(=CSC1Cl)C#N 4,5-dichlorothiophene-3-carbonitrile